trans-2-((4-(5-methyl-4-phenyl-4H-1,2,4-triazol-3-yl)cyclohexyl)oxy)pyridine CC=1N(C(=NN1)[C@@H]1CC[C@H](CC1)OC1=NC=CC=C1)C1=CC=CC=C1